CCCCCCCCCCCCCCP(=O)(O)O n-tetradecylphosphonic acid